2,6-dichloro-8-fluoro-5-(2-(((S)-1-(3-((4-methoxybenzyl)amino)pyrazin-2-yl)ethyl)amino)ethoxy)quinazolin-4(3H)-one ClC1=NC2=C(C=C(C(=C2C(N1)=O)OCCN[C@@H](C)C1=NC=CN=C1NCC1=CC=C(C=C1)OC)Cl)F